2-chloro-5-((3R,7R)-9-((S)-1-(4-(1-hydroxycyclopropyl)phenyl)ethyl)-3,7-dimethyl-10-Oxo-1,2,3,4,7,8,9,10-octahydropyrido[4',3':3,4]Pyrazolo[1,5-a]Pyrazine-2-carbonyl)benzonitrile ClC1=C(C#N)C=C(C=C1)C(=O)N1CC=2C(=NN3C2C(N(C[C@H]3C)[C@@H](C)C3=CC=C(C=C3)C3(CC3)O)=O)C[C@H]1C